BrC=1C=C(C(=NC1)O)CC 5-bromo-3-ethylpyridin-2-ol